CCC1CC1C/C=C/C(C)C[C@H]([C@@H](CC)C(=O)[O-])O The molecule is the conjugate base of alpha-mycolic acid type-2 (III). A class of mycolic acids characterized by the presence of a proximal alkenyl group with a trans C=C double bond and a distal cis-cyclopropyl group in the meromycolic chain.